CCCCCCCC\C=C/C\C=C/CCCCC (Z,Z)-9,12-octadecadien